FC1=C(C=CC=C1)S(=O)(=O)NC(C)C 2-fluoro-N-(propan-2-yl)benzene-1-sulfonamide